2-(7-chlorodibenzo[b,d]furan-1-yl)-4,4,5,5-tetramethyl-1,3,2-dioxaborolane ClC1=CC2=C(C3=C(O2)C=CC=C3B3OC(C(O3)(C)C)(C)C)C=C1